CN1C=NC2=C1C=CC(=C2)C=2NC(C=1N(C2)N=C(C1C(F)(F)F)C(=O)OCC)=O Ethyl 6-(1-methyl-1H-benzimidazol-5-yl)-4-oxo-3-(trifluoromethyl)-4,5-dihydropyrazolo[1,5-a]pyrazine-2-carboxylate